S1C(=CC=C1)C(C(=O)OCCCCCC(C)C)O Isooctyl thiolglycolate